Lauroyl-methyl-alanine sodium salt [Na+].C(CCCCCCCCCCC)(=O)N([C@@H](C)C(=O)[O-])C